C(C)(C)(C)OC(=O)N1C(CC(CC1)O)C1=CC=CC=C1 4-hydroxy-2-phenyl-piperidine-1-carboxylic acid tert-butyl ester